(3R)-1-({2-fluoro-2'-[2-(methylamino)ethoxy]-[1,1'-biphenyl]-3-yl}methyl)-3-methyl-9-oxa-2,6-diazaspiro[4.5]decan-7-one dihydrochloride Cl.Cl.FC1=C(C=CC=C1CC1N[C@@H](CC12NC(COC2)=O)C)C2=C(C=CC=C2)OCCNC